C(C)(C)(C)C=1C=C(C=CC1)[C@H]1CC2(CN(C2)C(=O)C2CC3(C2)NC(OC3)=O)CC1 |r| (rac)-(2s,4s)-2-(6-(3-(tert-butyl)phenyl)-2-azaspiro[3.4]octane-2-carbonyl)-7-oxa-5-azaspiro[3.4]octan-6-one